methyl (2S,3R)-3-(4-cyano-1H-pyrazol-3-yl)-2-((((CIS)-4-phenylcyclohexyl)-oxy)methyl)-piperidine-1-carboxylate C(#N)C=1C(=NNC1)[C@H]1[C@H](N(CCC1)C(=O)OC)CO[C@@H]1CC[C@@H](CC1)C1=CC=CC=C1